ClC1=NC2=CC=CC(=C2C(=N1)Cl)OC 2,4-dichloro-5-methoxyquinazoline